2-(2-methylpyridine-4-Yl)oxazole-4-carboxamide CC1=NC=CC(=C1)C=1OC=C(N1)C(=O)N